C(CCC)O[Zr](OCCCC)(OCCCC)OCCCC tetra-normal-butoxyzirconium